(3-Aminopropylamino)-8-methoxy-12H-thiochromeno[2,3-c]Quinolin-12-one NCCCNC1=C2C3=C(C=NC2=CC=C1)SC=1C(=CC=CC1C3=O)OC